7,7-dimethyl-6,8-dihydro-5H-imidazo[1,2-a]pyridine-3-sulfonamide CC1(CC=2N(CC1)C(=CN2)S(=O)(=O)N)C